(2Z,5Z)-5-(4-(hydroxymethyl)benzylidene)-2-(p-tolylimino)-3-isobutylthiazolidin OCC1=CC=C(\C=C/2\CN(/C(/S2)=N/C2=CC=C(C=C2)C)CC(C)C)C=C1